Cl.CC(=O)N(C)C dimethylacetamide HCl salt